[Zn].SC=1NC2=C(N1)C=CC=C2 2-sulfhydryl-benzimidazole zinc salt